benzofuro[3,2-d]pyrimidin-4(3H)-one N1=CNC(C2=C1C1=C(O2)C=CC=C1)=O